COC=1C=C(CN2C=NC3=C2C=CC(=C3)C=3C=NC=NC3)C=CC1OCC=1C=NC(=CC1)OC 1-(3-Methoxy-4-((6-methoxypyridin-3-yl)methoxy)benzyl)-5-(pyrimidin-5-yl)-1H-benzo[d]imidazole